tert-butyl 4-[2-[4-[4-ethylsulfonyl-2-[6-methyl-7-oxo-1-(p-tolylsulfonyl)pyrrolo[2,3-c]pyridin-4-yl]phenoxy]-3-fluoro-phenyl]ethyl]piperidine-1-carboxylate C(C)S(=O)(=O)C1=CC(=C(OC2=C(C=C(C=C2)CCC2CCN(CC2)C(=O)OC(C)(C)C)F)C=C1)C=1C2=C(C(N(C1)C)=O)N(C=C2)S(=O)(=O)C2=CC=C(C=C2)C